ClC1=CC=C(C=C1)C=1N=CN(C1C1=CC(=NC=C1)CNC1CCCC1)CC(=O)N1CCN(CC1)C(=O)OCC1=CC=CC=C1 benzyl 4-{2-[4-(4-chlorophenyl)-5-{2-[(cyclopentylamino)methyl]pyridin-4-yl}-1H-imidazol-1-yl]acetyl}piperazine-1-carboxylate